3-tris(triethylsiloxy)silylpropylacrylamide (3-tris(triethyl siloxy) silylpropyl acrylate) C(C)[Si](O[Si](CCCC(C(=O)O)=C)(O[Si](CC)(CC)CC)O[Si](CC)(CC)CC)(CC)CC.C(C)[Si](O[Si](CCCC(C(=O)N)=C)(O[Si](CC)(CC)CC)O[Si](CC)(CC)CC)(CC)CC